sodium methylparaben COC(=O)C1=CC=C(O)C=C1.[Na]